CN1CCN(CC1)CC(=O)N1C[C@@H](C[C@H](C1)C1=C2C=CC=NC2=C(C=C1)OC(F)(F)F)C 2-(4-methyl-piperazin-1-yl)-1-[(3R,5S)-3-methyl-5-(8-trifluoromethoxy-quinolin-5-yl)-piperidin-1-yl]-ethanone